2-(Methoxymethyl)-N7-[(1S)-tetralin-1-yl]pyrazolo[1,5-a]pyrimidine-3,7-dicarboxamide COCC1=NN2C(N=CC=C2C(=O)N[C@H]2CCCC3=CC=CC=C23)=C1C(=O)N